N-(4-carbamoylphenyl)-7-(4-fluorophenyl)pyrazolo[1,5-a]pyrimidine C(N)(=O)C1=CC=C(C=C1)N1CC=C2N1C(=CC=N2)C2=CC=C(C=C2)F